2-(3-Dimethylamino-phenyl)-6-methoxy-1H-quinolin-4-one CN(C=1C=C(C=CC1)C=1NC2=CC=C(C=C2C(C1)=O)OC)C